1-[3-chloro-4-(trifluoromethyl)phenyl]-3-[(1S)-1-(3-pyrimidin-2-ylpyrazin-2-yl)ethyl]urea ClC=1C=C(C=CC1C(F)(F)F)NC(=O)N[C@@H](C)C1=NC=CN=C1C1=NC=CC=N1